4-nitrobenzyl (R)-4-((2R,3R)-3-((R)-1-(2-(1H-tetrazol-1-yl) acetamido) ethyl)-4-oxoazetidin-2-yl)-2-diazo-3-oxopentanoate N1(N=NN=C1)CC(=O)N[C@H](C)[C@@H]1[C@H](NC1=O)[C@H](C(C(C(=O)OCC1=CC=C(C=C1)[N+](=O)[O-])=[N+]=[N-])=O)C